CC1(NCCC(C1)C(=O)OC)C methyl 2,2-dimethylpiperidine-4-carboxylate